2-(4-(chroman-6-ylmethyl)-2-(2-isopropylphenyl)piperazin-1-yl)-7-azaspiro[3.5]nonane O1CCCC2=CC(=CC=C12)CN1CC(N(CC1)C1CC2(C1)CCNCC2)C2=C(C=CC=C2)C(C)C